5-difluoroethoxy-1-methyl-3-trifluoromethylpyrazole FC(COC1=CC(=NN1C)C(F)(F)F)F